C1(CC1)C1=C(C=CC(=C1)N1CCN(CC1)C)NC1=NC=C(C(=C1)NCCCN1CCOCCC1=O)C(F)(F)F 4-(3-((2-((2-cyclopropyl-4-(4-methylpiperazin-1-yl)phenyl)amino)-5-(trifluoromethyl)pyridin-4-yl)amino)propyl)-1,4-oxazepan-5-one